ClC=1C2=C(N=CN1)C=NN2 7-chloro-1H-pyrazolo[4,3-d]Pyrimidine